FC(CC1(CCC1)C(=O)N1C[C@H](N(CC1)C=1C=CC(=NC1C(=O)NC1CN(C1)C)C=1C(=NC=CC1)OCC)CC)F 5-[(2R)-4-[1-(2,2-difluoroethyl)cyclobutanecarbonyl]-2-ethylpiperazin-1-yl]-2'-ethoxy-N-(1-methylazetidin-3-yl)-[2,3'-bipyridine]-6-carboxamide